C12C=CC(C(C1)CN1CC3C(C1)CC(C3)C(=O)NC=3N=NC(=CC3)C=3N(N=CC3C)C)C2 2-(5-bicyclo[2.2.1]hept-2-enylmethyl)-N-[6-(2,4-dimethylpyrazol-3-yl)pyridazin-3-yl]-3,3a,4,5,6,6a-hexahydro-1H-cyclopenta[c]pyrrole-5-carboxamide